FC1=C(C=CC(=C1)O)C(\C=C\C1=NC=CC=C1)=O (E)-1-(2-fluoro-4-hydroxyphenyl)-3-(pyridin-2-yl)prop-2-en-1-one